C(C)(C)(C)N[C@H]1CN(CC1)C1=CC=C(N=N1)C1=NC=C(C=C1O)C1=NC=NC(=C1)OC 2-{6-[(3R)-3-(tert-butylamino)pyrrolidin-1-yl]pyridazin-3-yl}-5-(6-methoxypyrimidin-4-yl)pyridin-3-ol